5-bromo-2-(3-chloropyridin-2-yl)-3,4-dihydro-2H-pyrazole BrC=1CCN(N1)C1=NC=CC=C1Cl